N-(3-((1s,3s)-3-(cyanomethyl)-1-(4-methyl-4H-1,2,4-triazol-3-yl)cyclobutyl)phenyl)-7-((cyclooctylamino)methyl)-3,3-dimethyl-2,3-dihydro-1H-pyrrolo[3,2-b]pyridine-5-carboxamide C(#N)CC1CC(C1)(C1=NN=CN1C)C=1C=C(C=CC1)NC(=O)C1=CC(=C2C(=N1)C(CN2)(C)C)CNC2CCCCCCC2